C(C)(=O)N[C@@H]1C(N(OC1)C(O)(CCC=O)C(=O)O)=O 2-[(4S)-4-acetamido-3-oxo-1,2-oxazolidin-2-yl]-5-oxooxapentane-2-carboxylic acid